C1(=CC=CC=C1)N=C=[Se] phenyl isoselenocyanate